O[C@@H](CN1CCC2=C1N=NC(=C2)C2=C(C=C(C=C2C)C(F)(F)F)O)C 2-[7-[(2R)-2-hydroxypropyl]-5,6-dihydropyrrolo[2,3-c]pyridazin-3-yl]-3-methyl-5-(trifluoromethyl)phenol